BrC=1N=CSC1CO[Si](C)(C)C(C)(C)C 4-bromo-5-(((tert-butyldimethylsilyl)oxy)methyl)thiazole